2',4'-dihydroxy-2-hydroxy-chalcone OC1=C(C(/C=C/C2=C(C=CC=C2)O)=O)C=CC(=C1)O